(5S,6R)-6-(4-((5R,6R)-6-hydroxy-2,2-dimethyl-1,3-dioxepan-5-yl)-7-(2-hydroxybenzyl)-1,4,7-triazonan-1-yl)-2,2-dimethyl-1,3-dioxepan-5-ol O[C@@H]1[C@@H](COC(OC1)(C)C)N1CCN(CCN(CC1)CC1=C(C=CC=C1)O)[C@H]1[C@@H](COC(OC1)(C)C)O